para-nonyl-phenol C(CCCCCCCC)C1=CC=C(C=C1)O